C(C)(C)(C)OC(N[C@H](C)C1=CC(=CC=2CC(OC21)CI)F)=O ((1R)-1-(2-(iodomethyl)-5-fluoro-2,3-dihydrobenzofuran-7-yl)ethyl)carbamic acid tert-butyl ester